CN(C(CNC(=O)NC1CC2=CC=CC=C2CC1)C1=CSC=C1)C 1-(2-(dimethylamino)-2-(thiophen-3-yl)ethyl)-3-(1,2,3,4-tetrahydronaphthalen-2-yl)urea